2-(Methylsulfonyl)-N-({5-[4-(trifluoromethoxy)phenyl]-1H-imidazol-2-yl}methyl)-7-(trifluoromethyl)imidazo[2,1-f][1,2,4]triazin-4-amine CS(=O)(=O)C1=NN2C(C(=N1)NCC=1NC(=CN1)C1=CC=C(C=C1)OC(F)(F)F)=NC=C2C(F)(F)F